O1C(=CC=C1)C1=NC=CC=2N1N=C(N2)C(F)(F)F 5-(furan-2-yl)-2-(trifluoromethyl)-[1,2,4]triazolo[1,5-c]pyrimidin